C(C)(SCCNC(=O)OC(C)(C)C)=O S-(2-((tert-butoxycarbonyl)amino) ethyl) ethanethioate